N-[(5-Amino-1,3,4-oxadiazol-2-yl)methyl]-2-(2-chloro-3-fluoro-phenyl)sulfanyl-N-[(4-cyano-2-fluoro-phenyl)methyl]acetamide NC1=NN=C(O1)CN(C(CSC1=C(C(=CC=C1)F)Cl)=O)CC1=C(C=C(C=C1)C#N)F